C(C1=CC=CC=C1)N1N=CC(=C1C)C(CN1C(C=CC(=C1)C(=C)C)=O)=O 1-(2-(1-benzyl-5-methyl-1H-pyrazol-4-yl)-2-oxoethyl)-5-(prop-1-en-2-yl)pyridin-2(1H)-one